C(CCC)C1N(S(C=2C(C1)N(C=C(C2O\C=C(\C(=O)O)/F)SC)C2=CC=CC=C2)(=O)=O)C (Z)-3-((3-butyl-2-methyl-7-(methylsulfanyl)-1,1-dioxo-5-phenyl-2,3,4,5-tetrahydro-1,2,5-benzothiadiazin-8-yl)oxy)-2-fluoroacrylic acid